C(C)(C)C1=C(NC2=CC=C(C=C12)C1CN(C1)CC(=O)NC)C=1C=C(C=2N(C1)N=CN2)OC 2-(3-(3-Isopropyl-2-(8-methoxy-[1,2,4]triazolo[1,5-a]pyridin-6-yl)-1H-indol-5-yl)azetidin-1-yl)-N-methylacetamid